C[Si](C12CCCCC2O1)(C)C trimethyl(7-oxabicyclo[4.1.0]hept-1-yl)silane